S(=O)(=O)([O-])[O-].[Ti+3].S(=O)(=O)([O-])[O-].S(=O)(=O)([O-])[O-].[Ti+3] titanium(III) sulfate